C(#N)C=1C(=NC(=CC1C)C)N1[C@@H](C[C@@H](C1)O)C(=O)N(C)C1=CC(=C(C=C1)F)F (2S,4S)-1-(3-cyano-4,6-dimethylpyridin-2-yl)-N-(3,4-difluorophenyl)-4-hydroxy-N-methylpyrrolidine-2-carboxamide